FC=1N=CN(C1C(=O)O)[C@H](C)C1=CC=CC=C1 (R)-4-Fluoro-1-(1-phenylethyl)-1H-imidazole-5-carboxylic acid